2-(undec-1-en-8-yn-2-yl)naphthalene C=C(CCCCCC#CCC)C1=CC2=CC=CC=C2C=C1